(R)-3-((4-(1-(Piperidin-4-ylmethyl)piperidin-4-yl)phenyl)amino)piperidine-2,6-dione N1CCC(CC1)CN1CCC(CC1)C1=CC=C(C=C1)N[C@H]1C(NC(CC1)=O)=O